FC(OC1=CC=C(C=C1)N1N=C(N=C1)C=1C=C2C=NC(=NC2=CC1)N)(F)F 6-[1-[4-(trifluoromethoxy)phenyl]-1,2,4-triazol-3-yl]quinazolin-2-amine